C(C)(C)(C)C1=CC(=C(C(=O)N)C=C1)F 4-(tert-butyl)-2-fluorobenzamide